4-((2-cyano-4-fluorophenyl)thio)-6-(1-methyl-1H-pyrazol-4-yl)pyrazolo[1,5-a]pyridine-3-carbonitrile C(#N)C1=C(C=CC(=C1)F)SC=1C=2N(C=C(C1)C=1C=NN(C1)C)N=CC2C#N